manganese(II) lactate C(C(O)C)(=O)[O-].[Mn+2].C(C(O)C)(=O)[O-]